OCCCCCN1N=C(N=C1)C(=O)N 1-(5-hydroxypentyl)-1H-1,2,4-triazole-3-carboxamide